ClC1=C(OC=2N=NC(=CC2C(=O)NC2=C[N+](=NC=C2)[O-])C(F)(F)F)C=CC(=C1)F 3-(2-chloro-4-fluoro-phenoxy)-N-(2-oxidopyridazin-2-ium-4-yl)-6-(trifluoromethyl)pyridazine-4-carboxamide